D-4-amino-3-methoxybenzoic acid methyl ester COC(C1=CC(=C(C=C1)N)OC)=O